5-[(4-fluorobenzyl)methylamino]-2-(pyridin-2-yl)-4,5,6,7-tetrahydro-2H-indazol-3-ol FC1=CC=C(CN(C2CC3=C(N(N=C3CC2)C2=NC=CC=C2)O)C)C=C1